C(C)(C)(C)OC(=O)N1CCC2(CC1)C(C1=CC(=CC=C1C2)Br)=O 6-bromo-1-keto-1,3-dihydrospiro[indene-2,4'-piperidine]-1'-carboxylic acid tert-butyl ester